1,3-bis(5-propoxypentyl)imidazolium (S)-methyl-1-(((3R,6R)-6-(1-bromo-8-((2,4-dimethoxybenzyl)amino)imidazo[1,5-a]pyrazin-3-yl)morpholin-3-yl)methyl)pyrrolidine-2-carboxylate COC(=O)[C@H]1N(CCC1)C[C@H]1NC[C@@H](OC1)C1=NC(=C2N1C=CN=C2NCC2=C(C=C(C=C2)OC)OC)Br.C(CC)OCCCCCN2C=[N+](C=C2)CCCCCOCCC